N-[(1S)-1-(dicyclopropylmethyl)-2-oxo-2-[[1-[[3-(2,2,2-trifluoroethyl)triazol-4-yl]methyl]pyrazol-4-yl]amino]ethyl]-4-methyl-1,2,5-oxadiazole-3-carboxamide C1(CC1)C([C@@H](C(NC=1C=NN(C1)CC=1N(N=NC1)CC(F)(F)F)=O)NC(=O)C1=NON=C1C)C1CC1